2,5-dichloro-4-[5-(1h-imidazol-4-yl)furan-2-yl]pyrimidine ClC1=NC=C(C(=N1)C=1OC(=CC1)C=1N=CNC1)Cl